C(C)OC(CCC(=O)N1CC2=CC(=C(C(=C2C1)F)OC)Br)=O 4-(6-bromo-4-fluoro-5-methoxy-isoindolin-2-yl)-4-oxo-butanoic acid ethyl ester